aminobutyl-maleimide methyloleoyl-L-tryptophanate CN([C@@H](CC1=CNC2=CC=CC=C12)C(=O)O)C(CCCCCCC\C=C/CCCCCCCC)=O.NCCCCC=1C(=O)NC(C1)=O